C(CCC)N1C(N(C(C(C1=O)=C(N)N)=O)CC1CCC(CC1)C1=NN=C(N1)C)=O 1-Butyl-5-(diaminomethylene)-3-(((1s,4s)-4-(5-methyl-4H-1,2,4-triazol-3-yl)cyclohexyl)methyl)pyrimidine-2,4,6(1H,3H,5H)-trione